FC=1C=C(C(=O)N(C)C)C=C(C1N1N=C2C(=CC1=O)NN=C2C2=CC=C(C=C2)N2CCN(CC2)C)OC 3-fluoro-5-methoxy-N,N-dimethyl-4-(3-(4-(4-methylpiperazin-1-yl)phenyl)-6-oxo-1H-pyrazolo[4,3-c]pyridazin-5(6H)-yl)benzamide